(3-phenyl-propyl)-benzene-1,2-diamine C1(=CC=CC=C1)CCCC1=C(C(=CC=C1)N)N